4-((2-Bromoacetamido)methyl)benzoic acid tert-butyl ester C(C)(C)(C)OC(C1=CC=C(C=C1)CNC(CBr)=O)=O